N1=CC=C(C2=CC=CN=C12)C(=O)N naphthyridine-4-carboxamide